ClC1=CC=C(C=C1)[C@@]1(CC[C@@H]2N(CCN(C2)C(=O)C2=C(C(=CC=C2)O)Cl)C1)O [(7R,9aS)-7-(4-chlorophenyl)-7-hydroxy-3,4,6,8,9,9a-hexahydro-1H-pyrido[1,2-a]pyrazin-2-yl]-(2-chloro-3-hydroxy-phenyl)methanone